(2S,3S,4R,5S)-4-[[3-[2-methoxy-3-(trifluoromethyl)phenyl]-4,5-dimethyl-5-(trifluoromethyl)tetrahydrofuran-2-carbonyl]amino]pyridine-2-carboxamide COC1=C(C=CC=C1C(F)(F)F)[C@H]1[C@H](O[C@@]([C@@H]1C)(C(F)(F)F)C)C(=O)NC1=CC(=NC=C1)C(=O)N